[P].C(CCC)C=1C(=NC=CC1)C butylpicoline phosphorus